C(CCCCCCCCCCCCCCCCC)[Si](OC)(C)C octadecyl-(dimethyl)methoxysilane